2-(3-(3-isopropyl-2-(8-methyl-[1,2,4]triazolo[1,5-a]pyridin-6-yl)-1H-indol-5-yl)azetidin-1-yl)-N-methylacetamide C(C)(C)C1=C(NC2=CC=C(C=C12)C1CN(C1)CC(=O)NC)C=1C=C(C=2N(C1)N=CN2)C